C(C1=CC=CC=C1)O[C@H]([C@H](C1=CC(=CC(=C1)F)OCC)N[S@@](=O)C(C)(C)C)C (S)-N-((1S,2S)-2-(benzyloxy)-1-(3-ethoxy-5-fluorophenyl)propyl)-2-methylpropane-2-sulfinamide